6-chloro-7-(3-fluoro-2-pyridinyl)-4-((2S)-2-methyl-4-(2-propenoyl)-1-piperazinyl)-1-(2-(2-propanyl)phenyl)pyrido[2,3-d]pyrimidin-2(1H)-one ClC1=CC2=C(N(C(N=C2N2[C@H](CN(CC2)C(C=C)=O)C)=O)C2=C(C=CC=C2)C(C)C)N=C1C1=NC=CC=C1F